FC1=CC=2N(C=C1)C(=CN2)C2=C1CNC(C1=C(C=C2)NC2=NC(=C(C=C2)[C@@H]2COCC2)CN(C)C(C)C)=O (R)-4-(7-fluoroimidazo[1,2-a]pyridin-3-yl)-7-((6-((isopropyl(methyl)amino)methyl)-5-(tetrahydrofuran-3-yl)pyridin-2-yl)amino)isoindolin-1-one